((R)-morpholin-3-yl)methanone N1[C@H](COCC1)C=O